1,2-bis(2-azidoethoxy)ethane N(=[N+]=[N-])CCOCCOCCN=[N+]=[N-]